(R)-8-methyl-6-(1,2,3,6-tetrahydropyridin-4-yl)-4-((1-(3-(trifluoro-methyl)phenyl)ethyl)amino)pyrido[2,3-d]pyrimidin-7(8H)-one CN1C(C(=CC2=C1N=CN=C2N[C@H](C)C2=CC(=CC=C2)C(F)(F)F)C=2CCNCC2)=O